[(5-chloro-1H-indol-2-yl)methyl]1-[1-(2-hydroxyacetyl)piperidin-3-yl]1-methylurea ClC=1C=C2C=C(NC2=CC1)CNC(N(C)C1CN(CCC1)C(CO)=O)=O